N-(3-(4-methylpiperazin-1-yl)-5-(4,4,5,5-tetramethyl-1,3,2-dioxaborolan-2-yl)phenyl)acrylamide 2-oxopiperidine-1-carboxylate O=C1N(CCCC1)C(=O)O.CN1CCN(CC1)C=1C=C(C=C(C1)B1OC(C(O1)(C)C)(C)C)NC(C=C)=O